CN(C)CC1CN(C1)C(=O)O[C@@H]1CC[C@H](CC1)C(N(C[C@@H]1CC[C@H](CC1)C1=NC(=C(C=C1)OC)C)C1=NC=CC(=C1)C=1N=C(OC1)C1CC1)=O trans-4-((4-(2-Cyclopropyloxazol-4-yl)pyridin-2-yl)((trans-4-(5-methoxy-6-methylpyridin-2-yl)cyclohexyl)methyl)carbamoyl)cyclohexyl 3-((dimethylamino)methyl)azetidine-1-carboxylate